C(C)(=O)OC1=CC=C(NC(C)=O)C=C1 4'-acetoxyacetanilide